C(C1=CC=CC=C1)N1CCC(CC1)(C(=O)N[C@@H]1CN(CC1)C)C=1C=NC(=C(C1)F)C=1N(C=CC1)C 1-benzyl-4-[5-fluoro-6-(1-methyl-1H-pyrrol-2-yl)pyridin-3-yl]-N-[(3S)-1-methylpyrrolidin-3-yl]piperidine-4-carboxamide